(R)-2,6-dimethylphenylaminopropionic acid CC1=C(C(=CC=C1)C)N[C@@H](C(=O)O)C